OC1=CC=C2C(=CC(OC2=C1)=O)CC(=O)O 7-hydroxycoumarin-4-acetic acid